6-((1-Acryloyl-3-(3-chloro-2-methylphenyl)azetidin-3-yl)amino)-3,3-dimethyl-1-((tetrahydro-2H-pyran-4-yl)methyl)indolin-2-one C(C=C)(=O)N1CC(C1)(C1=C(C(=CC=C1)Cl)C)NC1=CC=C2C(C(N(C2=C1)CC1CCOCC1)=O)(C)C